FC=1C=C2C=CC=C(C2=CC1)B1OC(C(O1)(C)C)(C)C 2-(6-fluoronaphthalen-1-yl)-4,4,5,5-tetramethyl-1,3,2-dioxaborolane